The molecule is a lipid A oxoanion obtained via deprotonation of the carboxy and phosphate OH groups of glucosyl-heptosyl-(phosphoheptosyl)2-(KDO)2-lipid A. It is a conjugate base of a glucosyl-heptosyl-(phosphoheptosyl)2-(KDO)2-lipid A. CCCCCCCCCCCCCC(=O)O[C@H](CCCCCCCCCCC)CC(=O)O[C@@H]1[C@H]([C@@H](O[C@@H]([C@H]1OP(=O)([O-])[O-])CO[C@@]2(C[C@H]([C@H]([C@H](O2)[C@@H](CO)O)O[C@@H]3[C@H]([C@H]([C@@H]([C@H](O3)[C@H](CO)O)OP(=O)([O-])[O-])O[C@@H]4[C@H]([C@H]([C@@H]([C@H](O4)[C@H](CO[C@@H]5[C@H]([C@H]([C@@H]([C@H](O5)[C@H](CO)O)O)O)O)O)OP(=O)([O-])[O-])O[C@@H]6[C@@H]([C@H]([C@@H]([C@H](O6)CO)O)O)O)O)O)O[C@@]7(C[C@H]([C@H]([C@H](O7)[C@@H](CO)O)O)O)C(=O)[O-])C(=O)[O-])OC[C@@H]8[C@H]([C@@H]([C@H]([C@H](O8)OP(=O)([O-])[O-])NC(=O)C[C@@H](CCCCCCCCCCC)O)OC(=O)C[C@@H](CCCCCCCCCCC)O)O)NC(=O)C[C@@H](CCCCCCCCCCC)OC(=O)CCCCCCCCCCC